S(=O)(=O)(O)C(C(=O)OCCCCCCCCCCCC)CC(=O)[O-].[NH4+].[NH4+].C(CCCCCCCCCCC)OC(C(CC(=O)[O-])S(=O)(=O)O)=O Diammonium Lauryl Sulfosuccinate